8'-Carbamoyl-1',1'-dioxidospiro[cyclopropane-1,4'-pyrido[2,3-b][1,4,5]oxathiazepin] C(N)(=O)C1=CC2=C(OC3(C=NS2(=O)=O)CC3)N=C1